N-tert-Butoxycarbonyl-N-(4-cyano-2-isopropyl-pyrazol-3-yl)carbamic acid tert-butyl ester C(C)(C)(C)OC(N(C=1N(N=CC1C#N)C(C)C)C(=O)OC(C)(C)C)=O